lithium phosphorus 2-[6-(1,2,3,6-tetrahydropyridin-4-yl)-9H-pyridazino[3,4-b]indol-3-yl]phenol N1CCC(=CC1)C=1C=C2C3=C(NC2=CC1)N=NC(=C3)C3=C(C=CC=C3)O.[P].[Li]